methyl 4-[4-(tert-butoxycarbonyl)piperazin-1-yl]-2H-indazole-7-carboxylate C(C)(C)(C)OC(=O)N1CCN(CC1)C=1C2=CNN=C2C(=CC1)C(=O)OC